O1CCOC12CCC1(COCC1)CC2 1,4,10-Trioxadispiro[4.2.4.2]tetradecane